C(C)(CC)N1N=C2C(N=C(N=C2N[C@H](C)C=2C=NC3=CC=CC=C3C2)N2CCN(CC2)C(C)=O)=C1 1-{4-[2-sec-butyl-7-((R)-1-quinolin-3-yl-ethylamino)-2H-pyrazolo[4,3-d]pyrimidin-5-yl]-piperazin-1-yl}-ethanone